methoxy-2-methyl-N-(5-(piperidin-4-yl)pyridin-2-yl)imidazo[1,2-a]pyridine-6-carboxamide hydrochloride Cl.COC1=C(N=C2N1C=C(C=C2)C(=O)NC2=NC=C(C=C2)C2CCNCC2)C